N-(2-chloro-4-fluoro-3-iodophenyl)-N-(phenylsulfonyl)benzenesulfonamide ClC1=C(C=CC(=C1I)F)N(S(=O)(=O)C1=CC=CC=C1)S(=O)(=O)C1=CC=CC=C1